Cl.CC=1N=C2N(N=CC=C2C(=O)N)C1 2-methylimidazo[1,2-b]pyridazine-8-carboxamide hydrochloride